3-((3,4-dimethoxyphenyl)imino)-2,5,5-trimethylcyclohex-1-en-1-yl-glycine COC=1C=C(C=CC1OC)N=C1C(=C(CC(C1)(C)C)NCC(=O)O)C